C(CCC(=O)O)(=O)O.ClC1=C2C[C@H]3N(C[C@@H](C[C@@H]3C=3C=CC=C(N1)C32)COC)CCC D-2-chloro-6-n-propyl-8β-methoxymethylergoline succinate